5-carbamoyl-4-(((1R,2S,5S,7S)-5-hydroxyadamantan-2-yl)amino)-N-methyl-1H-pyrrolo[2,3-b]pyridin C(N)(=O)C=1C(=C2C(=NC1)N(C=C2)C)NC2[C@@H]1CC3CC(CC2C3)(C1)O